methyl (S)-1,3-dihydrospiro[indene-2,3'-pyrrolidine]-5-carboxylate N1C[C@@]2(CC1)CC1=CC=C(C=C1C2)C(=O)OC